O.N[C@@H](CCC(N)=O)C(=O)O Glutamine Monohydrate